1,3,4-thiadiazol-2-yl-propionamide S1C(=NN=C1)C(C(=O)N)C